4-methyl-N-(naphthalen-2-yl)-2-oxo-2H-chromene-7-carboxamide CC1=CC(OC2=CC(=CC=C12)C(=O)NC1=CC2=CC=CC=C2C=C1)=O